2-(N-((1S,2R)-2-(2-Fluoronaphthalen-1-yl)-1-(5-oxo-4,5-dihydro-1,3,4-oxadiazol-2-yl)propyl)sulfamoyl)-5-methylbenzamide FC1=C(C2=CC=CC=C2C=C1)[C@H]([C@@H](C=1OC(NN1)=O)NS(=O)(=O)C1=C(C(=O)N)C=C(C=C1)C)C